COC1=C(C=CC=C1)P(N(P(C1=CC=C(C=C1)[Si](CCCC)(CCCC)CCCC)C1=CC=C(C=C1)[Si](CCCC)(CCCC)CCCC)C1CCCCC1)C1=C(C=CC=C1)OC N-(bis(2-methoxyphenyl)phosphaneyl)-N-cyclohexyl-1,1-bis(4-(tributylsilyl)phenyl)phosphanamine